C1(S)=CC=C(O)C=C1 thioquinol